OC(CN(C(OC(C)(C)C)=O)CC(C=C)O)C=C tert-Butyl bis(2-hydroxybut-3-en-1-yl)carbamate